[N+](=O)([O-])C=1C=C(C(=NC1)NC(CCC=C)C=1OC=CN1)C(F)(F)F 5-nitro-N-(1-oxazol-2-ylpent-4-enyl)-3-(trifluoromethyl)pyridin-2-amine